(2R)-3-acetylamino-2-(tert-butoxycarbonylamino)propionic acid C(C)(=O)NC[C@H](C(=O)O)NC(=O)OC(C)(C)C